ClC1=CN=C(C2=CC=CC=C12)NCCC1=CC=C(C=C1)NS(=O)(=O)C N-(4-(2-((4-Chloroisochinolin-1-yl)amino)ethyl)phenyl)methansulfonamid